2-[6-(2,5-diazabicyclo[2.2.1]hept-2-yl)pyridazin-3-yl]-5-(2-methylimidazo[1,2-a]pyrimidin-6-yl)pyridin-3-ol trifluoroacetate FC(C(=O)O)(F)F.C12N(CC(NC1)C2)C2=CC=C(N=N2)C2=NC=C(C=C2O)C=2C=NC=1N(C2)C=C(N1)C